C1(CC1)NC1=C2N=CN(C2=NC(=N1)F)[C@H]1C[C@@H]([C@](O1)(CO)CC)O (2R,3S,5R)-5-(6-(cyclopropylamino)-2-fluoro-9H-purin-9-yl)-2-ethyl-2-(hydroxymethyl)tetrahydrofuran-3-ol